(R)-N-(3-chloro-4-(pyridin-2-ylmethoxy)phenyl)-7-((2-methylpyrrolidin-2-yl)ethynyl)-6-nitroquinazolin-4-amine ClC=1C=C(C=CC1OCC1=NC=CC=C1)NC1=NC=NC2=CC(=C(C=C12)[N+](=O)[O-])C#C[C@@]1(NCCC1)C